(3-fluoroazetidin-3-yl)methanol FC1(CNC1)CO